CC=1C=C(C=C(C1)C)NC1=CC=CC2=C1SC1=C2C=CC=C1 N-(3,5-dimethylphenyl)dibenzo[b,d]Thiophene-4-amine